(3-Cyano-4-fluorophenyl)-1-(6-methoxypyridazin-4-yl)-1-((5-(trifluoromethyl)-1H-pyrazol-3-yl)methyl)urea C(#N)C=1C=C(C=CC1F)NC(N(CC1=NNC(=C1)C(F)(F)F)C1=CN=NC(=C1)OC)=O